FC(C1=C(C=CC=C1)[C@H](C)O)(F)F (S)-1-(2-trifluoromethylphenyl)ethanol